S(=O)(=O)(O)O.NC(C)C (-)-2-aminopropane sulfate